N-(3-chloro-2-fluoro-4-(((S)-tetrahydrofuran-3-yl)methoxy)phenyl)-6-(((S)-pyrrolidin-3-yl)oxy)pyrido[3,2-d]pyrimidin-4-amine ClC=1C(=C(C=CC1OC[C@@H]1COCC1)NC=1C2=C(N=CN1)C=CC(=N2)O[C@@H]2CNCC2)F